FC(OC1=CC=C(C=C1)C=1N=C2C(=NC1)N=C(S2)NC(OC(C)(C)C)=O)(F)F tert-butyl (6-(4-(trifluoromethoxy)phenyl) thiazolo[4,5-b]pyrazin-2-yl)carbamate